[(Z)-[amino-[(3R)-3-(tert-butoxycarbonylamino)-8-fluoro-4-oxo-3,5-dihydro-2H-1,5-benzothiazepin-7-yl]methylene]amino] 2-methyl-2-methylsulfonyl-propanoate CC(C(=O)O\N=C(\C=1C(=CC2=C(NC([C@H](CS2)NC(=O)OC(C)(C)C)=O)C1)F)/N)(C)S(=O)(=O)C